ClC=1SC(=CN1)CNC(C1=CN=C(C(=C1)C)N1CC=2C=C(C=NC2CC1)C=1C(=NN(C1)C)C)=O N-((2-chlorothiazol-5-yl)methyl)-6-(3-(1,3-dimethyl-1H-pyrazol-4-yl)-7,8-dihydro-1,6-naphthyridin-6(5H)-yl)-5-methylnicotinamide